Racemic-N-(1-(7,8-Difluoro-1-oxo-1,2-dihydroisoquinolin-4-yl)ethyl)-3-fluoro-N-isobutyl-4-(trifluoromethyl)benzamide FC1=CC=C2C(=CNC(C2=C1F)=O)[C@@H](C)N(C(C1=CC(=C(C=C1)C(F)(F)F)F)=O)CC(C)C |r|